p-toluenesulfonic acid phenyl-(2,4,6-trimethoxyphenyl)-iodonium salt C1(=CC=CC=C1)[I+]C1=C(C=C(C=C1OC)OC)OC.CC1=CC=C(C=C1)S(=O)(=O)[O-]